N-((1r,4r)-4-(3-chloro-4-(1,2,4-oxadiazol-3-yl)phenoxy)cyclohexyl)-6-(4-(hydroxymethyl)piperidin-1-yl)pyridazine-3-carboxamide ClC=1C=C(OC2CCC(CC2)NC(=O)C=2N=NC(=CC2)N2CCC(CC2)CO)C=CC1C1=NOC=N1